[NH4+].C(CCl)Cl ethylenedichloride ammonium salt